CCC(CCC)NC1=CC=C(C=C1)N N-(Hexane-3-yl)benzene-1,4-diamine